tert-butyl 3-(5-((2,4-dimethoxylbenzyl)amino)-8-methoxy-[1,2,4]triazolo[1,5-c]quinazolin-2-yl)-5-(trifluoromethyl)piperidine-1-carboxylate O(C)C1=C(CNC2=NC=3C=C(C=CC3C=3N2N=C(N3)C3CN(CC(C3)C(F)(F)F)C(=O)OC(C)(C)C)OC)C=CC(=C1)OC